2-[1-[4-[(2,6-dioxo-3-piperidyl)amino]phenyl]-4-hydroxy-4-piperidyl]acetic acid HCl salt Cl.O=C1NC(CCC1NC1=CC=C(C=C1)N1CCC(CC1)(O)CC(=O)O)=O